pyridinetrisulfonate N1=C(C(=C(C=C1)S(=O)(=O)[O-])S(=O)(=O)[O-])S(=O)(=O)[O-]